2-(propenyl)-5-fluoro-4-methylbenzo[d]isothiazol C(=CC)N1SC2=C(C1)C(=C(C=C2)F)C